Methyl 6-(2,6-difluorophenyl)-4-((5-(3-oxomorpholino)pyridin-2-yl)amino)pyridazine-3-carboxylate FC1=C(C(=CC=C1)F)C1=CC(=C(N=N1)C(=O)OC)NC1=NC=C(C=C1)N1C(COCC1)=O